1-(((1'r,2'r)-6-hydroxy-5'-methyl-4-pentyl-2'-(prop-1-en-2-yl)-1',2',3',4'-tetrahydro-[1,1'-biphenyl]-2-yl) oxy)-1-oxoprop-2-yl phosphate di-ammonium salt [NH4+].[NH4+].P(=O)(OC(C(=O)OC1=C(C(=CC(=C1)CCCCC)O)[C@H]1[C@@H](CCC(=C1)C)C(=C)C)C)([O-])[O-]